n-Butyldimethyl-acetoxysilane C(CCC)[Si](OC(C)=O)(C)C